BrC=1C=NC(=C(C#N)C1C)NC1CCCCC1 5-bromo-2-(cyclohexylamino)-4-methylnicotinonitrile